NC1=NC=C(C=C1O[C@H](C)C=1C=C(C=CC1)NC(C1=CC=C(C=C1)N1CCN(CC1)C)=O)Cl (R)-N-(3-(1-((2-Amino-5-chloropyridin-3-yl)oxy)ethyl)phenyl)-4-(4-methylpiperazin-1-yl)benzamid